CC1(C=CC=C1)[Ti](C1=C(C(=CC=C1F)NC(=O)CC)F)(C1=C(C(=CC=C1F)NC(=O)CC)F)C1(C=CC=C1)C bis(methylcyclopentadienyl)bis[2,6-difluoro-3-(N-ethylcarbonylamino)phenyl]titanium